C(C)(=O)OC[C@H](NC([C@@H](NC(=O)C=1N=C(SC1)C1=CC=C(C=C1)CNC(COCCOC)=O)CO[Si](C)(C)C(C)(C)C)=O)C(=O)OC Methyl O-acetyl-N-(O-(tert-butyldimethylsilyl)-N-(2-(4-((2-(2-methoxyethoxy)acetamido)methyl)phenyl)thiazole-4-carbonyl)-L-seryl)-L-serinate